(R)-1-chloro-3-(4-(2-(4-((R)-2-hydroxy-3-morpholinopropoxy)phenyl)propan-2-yl)-2-iodophenoxy)propan-2-ol ClC[C@@H](COC1=C(C=C(C=C1)C(C)(C)C1=CC=C(C=C1)OC[C@@H](CN1CCOCC1)O)I)O